C1(CCCC1)N1[C@@H](CN(C=2C=NC(=NC12)NC1=C(C=C(C(=O)NCCOC2CCNCC2)C=C1)OC)C)CC 4-[[(7R)-8-cyclopentyl-7-ethyl-5-methyl-6,7-dihydropteridin-2-yl]amino]-3-methoxy-N-[2-(4-piperidyloxy)ethyl]benzamide